C(C)(C)(C)OC(=O)N1CCC2(CC(C[C@H]2NC(=O)OC(C)(C)C)(F)F)CC1 (R)-1-((tert-butoxycarbonyl)amino)-3,3-difluoro-8-azaspiro[4.5]decane-8-carboxylic acid tert-butyl ester